FC1=CC=C(C=N1)C1=CC=C(C=C1)CCCC(=O)NC1=CC=C(C=C1)O 4-(4-(6-Fluoropyridin-3-yl)phenyl)-N-(4-hydroxyphenyl)butanamide